4-(3-(1-Ethyl-3-(trifluoromethyl)-1H-pyrazol-4-yl)-2-((4-methoxybenzyl)oxy)pyridin-4-yl)thieno[2,3-c]pyridine-2-carbonitrile C(C)N1N=C(C(=C1)C=1C(=NC=CC1C1=C2C(=CN=C1)SC(=C2)C#N)OCC2=CC=C(C=C2)OC)C(F)(F)F